C1(=CC=CC2=CC=CC=C12)C(C(=O)O)CC (naphthalen-1-yl)butanoic acid